ClC1=C(OCC(CC(=O)O)C)C=CC=C1C=1N(C2=NC=NC(=C2N1)OC1(CC1)C)CC1=CC(=CC=C1)Cl 4-(2-chloro-3-(9-(3-chlorobenzyl)-6-(1-methylcyclopropoxy)-9H-purin-8-yl)phenoxy)-3-methylbutanoic acid